N1=C(C=CC=C1C=1N=NN(C1)C1=CC(=C(C(=O)O)C=C1)O)C=1N=NN(C1)C1=CC(=C(C(=O)O)C=C1)O 4,4'-(pyridine-2,6-diylbis(1H-1,2,3-triazole-4,1-diyl))bis(2-hydroxybenzoic Acid)